FC=1C=C(C=CC1F)C1(CC1)NCCC(=O)N1CC2CCC(C1)N2C=2N=CC(=NC2)C#N 5-(3-(3-((1-(3,4-difluorophenyl)cyclopropyl)amino)propanoyl)-3,8-diazabicyclo[3.2.1]octan-8-yl)pyrazine-2-carbonitrile